1-azido-2,4-dibromobenzene N(=[N+]=[N-])C1=C(C=C(C=C1)Br)Br